potassium hydrogensulfide S.[K]